C1(=CC=CC=C1)C1=CC2=C3C(S1)=CC=CC3=CC=C2 2-phenylnaphtho[1,8-bc]thiopyran